(6-amino-3-fluoropyridin-2-yl)-N2-(tert-butyl)-N4-(2-(trifluoromethyl)pyridin-4-yl)-1,3,5-triazine-2,4-diamine NC1=CC=C(C(=N1)C1=NC(=NC(=N1)NC(C)(C)C)NC1=CC(=NC=C1)C(F)(F)F)F